(S or R)-N-(1-(1-(5-(azetidin-1-yl)pyrazin-2-yl)ethyl)-1H-pyrazol-4-yl)-6-(3-chloro-6-(difluoromethyl)-2-fluorophenyl)pyrazine-2-carboxamide N1(CCC1)C=1N=CC(=NC1)[C@H](C)N1N=CC(=C1)NC(=O)C1=NC(=CN=C1)C1=C(C(=CC=C1C(F)F)Cl)F |o1:10|